6-chloro-5-(2,6-difluorophenyl)-7-iodo-1,3-dihydro-1,4-benzodiazepine ClC1=C(C=CC2=C1C(=NCCN2)C2=C(C=CC=C2F)F)I